tert-butyl 3-formyl-3-methoxyazetidine-1-carboxylate C(=O)C1(CN(C1)C(=O)OC(C)(C)C)OC